3-(4-((S)-3-((4-(4-chloro-7,7-dimethyl-5-oxo-5,7-dihydroindolo[1,2-a]quinazolin-10-yl)piperidin-1-yl)methyl)-1-oxa-9-azaspiro[5.5]undecan-9-yl)-2,6-difluorophenyl)piperidine-2,6-dione ClC=1C=2C(N=C3N(C2C=CC1)C1=CC(=CC=C1C3(C)C)C3CCN(CC3)C[C@H]3COC1(CC3)CCN(CC1)C1=CC(=C(C(=C1)F)C1C(NC(CC1)=O)=O)F)=O